4-((2R,6S)-4-acryloyl-2,6-dimethylpiperazin-1-yl)-7-(5-hydroxy-2-(trifluoromethyl)phenyl)-2-(((S)-1-methylpyrrolidin-2-yl)methoxy)quinazoline-6-carbonitrile C(C=C)(=O)N1C[C@H](N([C@H](C1)C)C1=NC(=NC2=CC(=C(C=C12)C#N)C1=C(C=CC(=C1)O)C(F)(F)F)OC[C@H]1N(CCC1)C)C